C(C1CO1)C1=CC=C(C=C1)F 1-(2,3-epoxypropyl)-4-fluorobenzene